C(#N)[C@H](CCC)NC(=O)C1=CC=C(C=C1)C1=NC(=NC=C1C)NC=1C=NN(C1)C1CCN(CC1)C(=O)OCC1=CC=CC=C1 (S)-Benzyl 4-(4-((4-(4-((1-cyanobutyl)carbamoyl)phenyl)-5-methylpyrimidin-2-yl)amino)-1H-pyrazol-1-yl)piperidine-1-carboxylate